Tert-butyl (S)-3-hydroxymethylpiperazine-1-carboxylate OC[C@@H]1CN(CCN1)C(=O)OC(C)(C)C